C=C1C=2C=NN(C2CCC1)COCC[Si](C)(C)C 4-methylene-1-((2-(trimethylsilyl)ethoxy)methyl)-6,7-dihydro-5H-indazole